C(C)N1N=C(C=C1)C1=NC2=CC=CC=C2C(=C1)[C@@H](C)NC(C1=C(C=CC(=C1)OC[C@H]1N(CC1)C)C)=O N-((R)-1-(2-(1-ethyl-1H-pyrazol-3-yl)quinolin-4-yl)ethyl)-2-methyl-5-(((S)-1-methyl-azetidin-2-yl)methoxy)benzamide